N-(6-methoxy-2-((1r,4r)-4-(piperazin-1-ylmethyl)cyclohexyl)-2H-indazol-5-yl)-6-(trifluoromethyl)pyridinecarboxamide COC=1C(=CC2=CN(N=C2C1)C1CCC(CC1)CN1CCNCC1)NC(=O)C1=NC(=CC=C1)C(F)(F)F